1-(4-(3-(3,3-dimethylcyclopentyl)-1,2,4-oxadiazol-5-yl)piperidin-1-yl)-2-(3-methyl-1,2,4-oxadiazol-5-yl)ethan-1-one CC1(CC(CC1)C1=NOC(=N1)C1CCN(CC1)C(CC1=NC(=NO1)C)=O)C